3-(2-(dimethylamino)ethyl)-1(3H)-isobenzofuranone CN(CCC1OC(C2=CC=CC=C12)=O)C